C(CC(=O)C)(=O)[O-].C(CCCCCCCCCCC)CC(CC(=O)[O-])=O.C(CCCCCCCCCCC)CC(CC(=O)[O-])=O.[Al+3] aluminum bis(dodecyl acetoacetate) monoacetoacetate